chloro-2-isopropoxy-N-(4,4,4-trifluorobutyl)-1H-imidazole-1-carboxamide ClC=1N=C(N(C1)C(=O)NCCCC(F)(F)F)OC(C)C